8-(benzyl-(methyl)amino)-6-fluoro-4-hydroxy-N-(2-methylpyrimidin-5-yl)-9H-pyrimido[4,5-b]indole-2-amide C(C1=CC=CC=C1)N(C=1C=C(C=C2C3=C(NC12)N=C(N=C3O)C(=O)NC=3C=NC(=NC3)C)F)C